C1(CC1)CON1C(C(=C(C2=CC=CC=C12)O)C(=O)NCC(=O)O)=O (1-(Cyclopropylmethoxy)-4-hydroxy-2-oxo-1,2-dihydroquinoline-3-carbonyl)glycine